[Mo](I)(I)I molybdenum trisiodide